ClC1=CC(=NC(=C1)N(CC(C)C)CC)NC1=CC=C(C(=O)O)C=C1 4-(4-chloro-6-(ethyl-(isobutyl)amino)pyridinylamino)benzoic acid